5-[4-(Tert-butylamino)-3-(trifluoromethyl)phenyl]-3,6-dihydro-2H-1,3,4-oxadiazin-2-one C(C)(C)(C)NC1=C(C=C(C=C1)C1=NNC(OC1)=O)C(F)(F)F